CC1=CC(=NC=C1N1[C@@H](CCC1)C)N (R)-4-methyl-5-(2-methylpyrrolidin-1-yl)pyridin-2-amine